1-(1-methoxyprop-2-en-1-yl)-4-(trifluoromethyl)benzene COC(C=C)C1=CC=C(C=C1)C(F)(F)F